8-methoxy-pyrazolo[4,3-c]quinoline COC1=CC=2C3=C(C=NC2C=C1)C=NN3